Isostearylisostearat C(CCCCCCCCCCCCCCC(C)C)OC(CCCCCCCCCCCCCCC(C)C)=O